CC1(CC1)NC(=O)C=1C2=CN(N=C2C=CC1)C=1C=NC=CC1 N-(1-methylcyclopropyl)-2-(3-pyridinyl)indazole-4-carboxamide